(-)-4,4-difluoro-2-(4-fluorophenyl)-N-{4-[3-(6-fluoropyridin-2-yl)-1H-pyrrolo[3,2-b]pyridin-2-yl]pyridin-2-yl}butanamide FC(CC(C(=O)NC1=NC=CC(=C1)C1=C(C2=NC=CC=C2N1)C1=NC(=CC=C1)F)C1=CC=C(C=C1)F)F